FC1=CC=C(C=C1)N1C[C@H](NCC1)C (R)-1-(4-fluorophenyl)-3-methylpiperazine